6-Amino-3-((1S,3R)-4'-chloro-3-(2H-1,2,3-triazol-2-yl)-1',2'-dihydrospiro[cyclopentane-1,3'-pyrrolo[2,3-b]pyridin]-5'-yl)-2-fluoro-N,N-dimethylbenzamide NC1=CC=C(C(=C1C(=O)N(C)C)F)C=1C(=C2C(=NC1)NC[C@@]21C[C@@H](CC1)N1N=CC=N1)Cl